(8S,11S)-22-fluoro-13,18-dimethyl-5,7,10,13,17,19,26-heptazapentacyclo[15.6.1.12,6.18,11.020,24]hexacosa-1(23),2(26),3,5,18,20(24),21-heptaen-12-one FC1=CC=2N=C(N3CCCN(C([C@H]4NC[C@@H](NC5=NC=CC(C(=C1)C23)=N5)C4)=O)C)C